2,2,2-trichloroethyl (3-((tert-butyl-dimethylsilyl)oxy)-1,2,3,5,6,7-hexahydrodicyclopenta[b,e]pyridin-8-yl)carbamate [Si](C)(C)(C(C)(C)C)OC1CCC=2C1=NC1=C(C2NC(OCC(Cl)(Cl)Cl)=O)CCC1